COC1=C(C=C(C=C1)OC1=CC=C(C=C1)OC(F)(F)F)[N+](=O)[O-] 1-Methoxy-2-nitro-4-(4-(trifluoromethoxy)phenoxy)benzene